4-(2-(5-(4-Ethylphenoxy)pentanoylamino)benzoylamino)benzoic acid C(C)C1=CC=C(OCCCCC(=O)NC2=C(C(=O)NC3=CC=C(C(=O)O)C=C3)C=CC=C2)C=C1